4'-hydroxy-4-biphenylcarboxylic acid OC1=CC=C(C=C1)C1=CC=C(C=C1)C(=O)O